3-(4-((2,5,8,11-tetraoxatridecan-13-yl)carbamoyl)phenyl)-2-aminopropanoic acid COCCOCCOCCOCCNC(=O)C1=CC=C(C=C1)CC(C(=O)O)N